(2-amino-4,6-dichlorophenyl)-methanol NC1=C(C(=CC(=C1)Cl)Cl)CO